tert-butyl 4-{[(2S,4R)-4-cyclopropyl-2-(3-fluoro-4-(methoxycarbonyl)phenyl)piperidin-1-yl]methyl}-5-methoxy-7-methyl-1H-indole-1-carboxylate C1(CC1)[C@H]1C[C@H](N(CC1)CC1=C2C=CN(C2=C(C=C1OC)C)C(=O)OC(C)(C)C)C1=CC(=C(C=C1)C(=O)OC)F